BrC1=C(C(=NC=C1C)F)C=O 4-Bromo-2-fluoro-5-methylpyridine-3-carbaldehyde